(9H-Fluoren-9-yl)methyl (S)-(1-amino-3-(4-(benzyloxy)phenyl)-1-oxopropan-2-yl)carbamate NC([C@H](CC1=CC=C(C=C1)OCC1=CC=CC=C1)NC(OCC1C2=CC=CC=C2C=2C=CC=CC12)=O)=O